1-(7-aminoheptyl)guanidine sulfate S(=O)(=O)(O)O.NCCCCCCCNC(=N)N